Boc-para-aminobenzyl-phenanthrene C(=O)(OC(C)(C)C)C1=C(C=2C=CC3=CC=CC=C3C2C=C1)CC1=CC=C(C=C1)N